C(C)(C)(C)NC1=NC(=NC(=N1)NCC)SC 2-t-butylamino-4-ethylamino-6-methylthio-1,3,5-triazine